1,1,2,2-tetrafluoroethyl methyl ether COC(C(F)F)(F)F